NC=1SC2=C(N1)C=CC(=C2)Br 2-amino-6-bromobenzothiazole